NC=1C2=C(N=CN1)N(C(=C2C2=CC=C(C=C2)N=S2(CC(C=C2)(C)C)=O)C2=C(C=C(C=C2)NC(C(=C)C)=O)F)C([2H])([2H])[2H] N-(4-(4-amino-5-(4-((3,3-dimethyl-1-oxo-1λ6-thiophene-1-ylidene)amino)phenyl)-7-(methyl-d3)-7H-pyrrolo[2,3-d]pyrimidin-6-yl)-3-fluorophenyl)methacrylamide